C1(CC1)C1=CC=C(C(N1C1=C(C=C(C(=C1)F)F)C)=O)C(=O)NC1=CC(=C(C=C1)OC1=C(C=NC2=CC(=C(C=C12)OC)OC)F)F 6-cyclopropyl-1-(4,5-difluoro-2-methyl-phenyl)-N-[3-fluoro-4-[(3-fluoro-6,7-dimethoxy-4-quinolyl)oxy]phenyl]-2-oxo-pyridine-3-carboxamide